7-(Pyridin-2-ylmethoxy)-1,2,3,4-tetrahydroisoquinoline N1=C(C=CC=C1)COC1=CC=C2CCNCC2=C1